C(C)(=O)N1C(C(C1)OC1=NN(C=C1NC=O)C)(C)C N-(3-((1-acetyl-2,2-dimethylazetidin-3-yl)oxy)-1-methyl-1H-pyrazol-4-yl)formamide